ClC=1N=CC2=C(N1)N(C(=C2C=O)S)C2CCOCC2 2-chloro-6-mercapto-7-(tetrahydro-2H-pyran-4-yl)-7H-pyrrolo[2,3-d]pyrimidine-5-carbaldehyde